NC=1C(=NON1)C1=NC2=C(N1CC(=O)NC1=CC=C(C=C1)C(=O)OC)C=CC=C2 2-(2-(4-amino-1,2,5-oxadiazol-3-yl)-1H-benzo[d]imidazol-1-yl)-N-(4-methoxycarbonylphenyl)acetamide